[[3-(piperazine-1-carbonyl)-6-(trifluoromethoxy)-4-quinolyl]amino]benzoic acid N1(CCNCC1)C(=O)C=1C=NC2=CC=C(C=C2C1NC1=C(C(=O)O)C=CC=C1)OC(F)(F)F